10'-(1-(((1s,4s)-4-(((tert-butyldimethylsilyl)oxy)methyl)cyclohexyl)methyl)piperidin-4-yl)-4'-chloro-5'H-spiro[cyclohexane-1,7'-indolo[1,2-a]quinazolin]-5'-one [Si](C)(C)(C(C)(C)C)OCC1CCC(CC1)CN1CCC(CC1)C1=CC=C2C3(C=4N(C=5C=CC=C(C5C(N4)=O)Cl)C2=C1)CCCCC3